4,5-dideutero-1-phenyl-1H-1,2,3-triazole [2H]C=1N=NN(C1[2H])C1=CC=CC=C1